CSC1=CC=C2C(=CNC2=C1)S(=O)(=O)Cl 6-methylsulfanyl-1H-indole-3-sulfonyl chloride